C1(CC1)C=1OC=C(N1)C1=CC(=NC=C1)N(C(=O)[C@@H]1CC[C@H](CC1)NC(OC)=O)C[C@@H]1CC[C@H](CC1)C1=NC(=C(C=C1)OC)C Methyl (trans-4-((4-(2-cyclopropyloxazol-4-yl)pyridine-2-yl)((trans-4-(5-methoxy-6-methylpyridin-2-yl)cyclohexyl)methyl)carbamoyl)cyclohexyl)carbamate